N-[2-(1H-indol-3-yl)ethyl]-N-propyl-propan-1-amine N1C=C(C2=CC=CC=C12)CCN(CCC)CCC